NC1=CC(=CN=N1)[C@@H](COC)NC(CC1CC(C1)(F)F)=O (S)-N-(1-(6-aminopyridazin-4-yl)-2-methoxyethyl)-2-(3,3-difluorocyclobutyl)acetamide